COP(=O)(O)O.C(CC(=O)C)(=O)O acetoacetic acid methyl-phosphate